(S)-5-Bromo-7-chloro-2-(ethylthio)-8-fluoro-4-(2-vinylazepan-1-yl)quinazoline BrC1=C2C(=NC(=NC2=C(C(=C1)Cl)F)SCC)N1[C@@H](CCCCC1)C=C